2-methyl-1,3-propanediol chromium 3,5-di-t-butylsalicylate C(C)(C)(C)C1=C(C(C(=O)[O-])=CC(=C1)C(C)(C)C)O.[Cr+3].CC(CO)CO.C(C)(C)(C)C1=C(C(C(=O)[O-])=CC(=C1)C(C)(C)C)O.C(C)(C)(C)C1=C(C(C(=O)[O-])=CC(=C1)C(C)(C)C)O